1,3-diphenyl-4-thenoyl-5-pyrazolone C1(=CC=CC=C1)N1N=C(C(C1=O)C(C1=CC=CS1)=O)C1=CC=CC=C1